C(=C)S(=O)(=O)N1[C@](CC1)(C)COC=1C=NC=CC1C1=C(C2=NC=CC=C2N1)C1=CC(=CC=C1)C(F)(F)F 2-(3-{[(2S)-1-(ethenesulfonyl)-2-methylazetidin-2-yl]methoxy}pyridin-4-yl)-3-[3-(trifluoromethyl)phenyl]-1H-pyrrolo[3,2-b]pyridine